BrC1=CC(=CC(=N1)C1(CCC(CC1)C(=O)OCC)O)C (1S,4S)-ethyl 4-(6-bromo-4-methylpyridin-2-yl)-4-hydroxycyclohexanecarboxylate